6-(2-(dimethylamino)-6-fluoro-4-(2-methyl-2H-indazol-4-yl)benzyl)-6,7-dihydro-5H-pyrrolo[3,4-b]pyridin-5-one-7,7-d2 CN(C1=C(CN2C(C3=NC=CC=C3C2=O)([2H])[2H])C(=CC(=C1)C=1C2=CN(N=C2C=CC1)C)F)C